2,2,8-trifluoro-1H,3H,4H-pyrido[1,2-a]indole-10-carboxylic acid FC1(CC=2C(=C3N(C2CC1)C=CC(=C3)F)C(=O)O)F